C(C)(C)(C)OC(=O)N(C1=C2N=CN(C2=NC=N1)C[C@@H](CP(=O)(OCC)OCC)O)C(=O)OC(C)(C)C N6,N6-Bis(tert-butoxycarbonyl)-9-[(2S)-2-hydroxy-3-diethylphosphonopropyl]adenine